PYRIDINYL-SULFONAMIDE PHOSPHATE P(=O)(O)(O)O.N1=C(C=CC=C1)S(=O)(=O)N